cyclopropyl(3,5-difluorophenyl)methanone C1(CC1)C(=O)C1=CC(=CC(=C1)F)F